4-(2-Oxo-1,2-dihydroquinolin-7-yl)piperazine-1-carboxylic acid O=C1NC2=CC(=CC=C2C=C1)N1CCN(CC1)C(=O)O